Rac-6-methoxy-2-((1s,2r)-2-methyl-4-(N-methylacetylamino)cyclohexyl)-2H-indazole-5-carboxylic acid COC=1C(=CC2=CN(N=C2C1)[C@@H]1[C@@H](C[C@@H](CC1)NC(CC)=O)C)C(=O)O |&1:14|